C(C)C(C(=O)[O-])CCCC 2-ethylhexanoate